N,N'-dinitroso-N,N'-dimethylterephthalamide N(=O)N(C(C1=CC=C(C(=O)N(C)N=O)C=C1)=O)C